5-methoxybenzene-1,3-dicarbothioamide COC=1C=C(C=C(C1)C(N)=S)C(N)=S